NCCN1C=NC=2C=NC(=CC21)C=2N=C(SC2C2=CC=C(C=C2)F)N [1-(2-aminoethyl)imidazo[4,5-c]pyridin-6-yl]-5-(4-fluorophenyl)thiazol-2-amine